(S)-3-((4-Ethyl-2-methyl-3-oxo-1-oxa-4,9-diazaspiro[5.5]undecan-9-yl)methyl)benzonitril C(C)N1C([C@@H](OC2(C1)CCN(CC2)CC=2C=C(C#N)C=CC2)C)=O